N-((5-chloro-6-(isoxazol-3-ylmethoxy)-1H-indol-2-yl)methyl)azetidine-1-carboxamide ClC=1C=C2C=C(NC2=CC1OCC1=NOC=C1)CNC(=O)N1CCC1